nickel triethanolamine N(CCO)(CCO)CCO.[Ni]